(5-amino-2-((3-fluoropyridin-2-yl)methoxy)-8-(1-methyl-6-oxo-1,6-dihydropyridazin-3-yl)-[1,2,4]triazolo[1,5-c]pyrimidin-7-yl)benzonitrile NC1=NC(=C(C=2N1N=C(N2)OCC2=NC=CC=C2F)C2=NN(C(C=C2)=O)C)C2=C(C#N)C=CC=C2